7-(3,4-dimethoxyphenyl)-N-((1S,4S)-4-hydroxycyclohexyl)pyrazolo[1,5-a]pyrimidine-2-carboxamide COC=1C=C(C=CC1OC)C1=CC=NC=2N1N=C(C2)C(=O)NC2CCC(CC2)O